cyclobutane-1-carboxylic acid hydrochloride Cl.C1(CCC1)C(=O)O